C(C)(C)(C)N(C(O)=O)CC(CC)CC1=C(C=C(C=C1)F)F.ClC1=C(C=CC(=C1)C(F)(F)F)OCC1=CC(=CC=C1)C(F)F chloro-1-((3-(difluoromethyl)benzyl)oxy)-4-(trifluoromethyl)benzene tert-butyl-(2-(2,4-difluorobenzyl)butyl)carbamate